(+/-)-(1S,3S)-3-((6-(5-(((cyclobutyl(methyl)carbamoyl)oxy)methyl)-1-methyl-1H-pyrazol-4-yl)-2-(hydroxymethyl)pyridin-3-yl)oxy)cyclohexane-1-carboxylic acid C1(CCC1)N(C(=O)OCC1=C(C=NN1C)C1=CC=C(C(=N1)CO)O[C@@H]1C[C@H](CCC1)C(=O)O)C |r|